2-(3'-(3-(2-hydroxy-6-azaspiro[3.4]oct-6-yl)propoxy)-2,2'-dimethyl-[1,1'-biphenyl]-3-yl)-6,7-dihydrothiazolo[4,5-c]pyridine-5(4H)-carboxylic acid tert-butyl ester C(C)(C)(C)OC(=O)N1CC2=C(CC1)SC(=N2)C=2C(=C(C=CC2)C2=C(C(=CC=C2)OCCCN2CC1(CC(C1)O)CC2)C)C